N1[C@H](CCC1)CC1=CNC2=CC=CC(=C12)OC(C)P(O)(O)=O (1-((3-(((R)-pyrrolidin-2-yl)methyl)-1H-indol-4-yl)oxy)ethyl)phosphonic acid